ClC=1C(=CC=2N(C3=CC(=C(C=C3C2C1)Cl)OC)CCP(OCC)(OCC)=O)OC Diethyl [2-(3,6-dichloro-2,7-dimethoxy-9H-carbazol-9-yl)ethyl]phosphonate